1-(4-((4-(4,4-Difluoropiperidin-1-yl)phenyl)amino)benzyl)-4-ethylpiperazin-2-one FC1(CCN(CC1)C1=CC=C(C=C1)NC1=CC=C(CN2C(CN(CC2)CC)=O)C=C1)F